C(C)C(C(N)(N)CC)CCCC diethylhexanediamine